C(C=C)(=O)N1[C@H](CN(CC1)C1=NC(=NC=2C[C@@]3(CCC12)C=C(C1=C(C=CC=C13)Cl)C)OC[C@H]1N(CCC1)C)CC#N 2-((S)-1-acryloyl-4-((S)-4-chloro-3-methyl-2'-(((S)-1-methylpyrrolidin-2-yl)methoxy)-5',8'-dihydro-6'H-spiro[inden-1,7'-quinazolin]-4'-yl)piperazin-2-yl)acetonitrile